COCOC=1C=CC(=C(C1)CO)C [5-(methoxymethoxy)-2-methyl-phenyl]methanol